(S)-2-((2-((s)-4-(Difluoromethyl)-2-oxooxazolidin-3-yl)-5,6-dihydrobenzo[f]imidazo[1,2-d][1,4]oxazepin-9-yl)amino)butanamide FC([C@H]1N(C(OC1)=O)C=1N=C2N(CCOC3=C2C=CC(=C3)N[C@H](C(=O)N)CC)C1)F